NC=1C(=C(C=C2C=C(N=CC12)NC(OC1CC(C1)[C@H](C)O)=O)C1=C(C2=C(OCCN2)N=C1)C)F (1S,3r)-3-((S)-1-Hydroxyethyl)cyclobutyl (8-amino-7-fluoro-6-(8-methyl-2,3-dihydro-1H-pyrido[2,3-b][1,4]oxazin-7-yl)isoquinolin-3-yl)carbamate